ClC=1C=C2C=C(C(=C(N2C1)C(=C)N1CCC(CC1)N(C)C)C)C(=O)OC(C)C isopropyl 2-chloro-5-(1-(4-(dimethylamino) piperidin-1-yl) vinyl)-6-methylindolizine-7-carboxylate